4-(2-(tetrahydrofuran-2-yl)vinyl)benzoic acid methyl ester COC(C1=CC=C(C=C1)C=CC1OCCC1)=O